N-(4-chloro-3-cyano-7-fluoro-thieno[3,2-c]pyridin-2-yl)carbamic acid tert-butyl ester C(C)(C)(C)OC(NC1=C(C=2C(=NC=C(C2S1)F)Cl)C#N)=O